CC1(CC=2C(=C(N=CC2)C#N)O1)C 2,2-dimethyl-3H-furo[2,3-c]pyridine-7-carbonitrile